CN1C(CCC1)C=CC(=O)N 3-(1-methylpyrrolidin-2-yl)acrylamid